tert-butyl ((1S,4S)-4-((4-cyano-3-methyl-5-(trifluoromethyl)phenyl)amino) cyclohexyl)carbamate C(#N)C1=C(C=C(C=C1C(F)(F)F)NC1CCC(CC1)NC(OC(C)(C)C)=O)C